N-(4-chloro-2,6-diisopropylphenylcarbamoyl)-4-(2-hydroxypropan-2-yl)thiazole-2-sulfonamide ClC1=CC(=C(C(=C1)C(C)C)NC(=O)NS(=O)(=O)C=1SC=C(N1)C(C)(C)O)C(C)C